[F-].[Tb+2].[F-] Terbium(II) fluoride